NC1=C(C(=O)NC(C)C)C=C(C=N1)C1=C(C=C(C=C1)NC(C(O)C1=CC(=CC=C1)Cl)=O)CC 2-amino-5-(4-(2-(3-chlorophenyl)-2-hydroxyacetamido)-2-ethylphenyl)-N-isopropylnicotinamide